tert-butyl ((4-(3-acetamidoazetidin-1-yl)-1-(4-(trifluoromethoxy)phenyl)-1H-pyrazolo[3,4-b]pyridin-3-yl)methyl)carbamate C(C)(=O)NC1CN(C1)C1=C2C(=NC=C1)N(N=C2CNC(OC(C)(C)C)=O)C2=CC=C(C=C2)OC(F)(F)F